(2E)-4-bromobut-2-enenitrile BrC/C=C/C#N